6-((2-aminoethyl)amino)-N-(2-morpholinobenzo[d]thiazol-6-yl)picolinamide NCCNC1=CC=CC(=N1)C(=O)NC1=CC2=C(N=C(S2)N2CCOCC2)C=C1